Cl.COC(CCN)=O beta-alanine methylester HCl